C(C)(C)(C)OC(=O)N1CCC(=CC1)C1=CC(=C(C=C1)NC(=O)C1=CC=C(S1)C=1CCN(CC1)C(=O)OC(C)(C)C)F tert-butyl 4-(5-((4-(1-(tert-butoxycarbonyl)-1,2,3,6-tetrahydropyridin-4-yl)-2-fluorophenyl)carbamoyl)thiophen-2-yl)-3,6-dihydropyridine-1(2H)-carboxylate